2-(5-(2-(2-cyclopropylpyridin-3-yl)-4-fluorophenoxy)pyrimidin-4-yl)-6-((tetrahydro-2H-pyran-4-yl)methyl)-2,6-diazaspiro[3.3]heptane C1(CC1)C1=NC=CC=C1C1=C(OC=2C(=NC=NC2)N2CC3(C2)CN(C3)CC3CCOCC3)C=CC(=C1)F